(1s,4s)-4-(5-chloro-4-((4-((2-(methylsulfonyl)ethyl)amino)-5-(trifluoromethyl)pyrimidin-2-yl)amino)-1H-pyrazol-1-yl)-1-iminohexahydro-1λ6-thiopyran 1-oxide ClC1=C(C=NN1C1CCS(CC1)(=N)=O)NC1=NC=C(C(=N1)NCCS(=O)(=O)C)C(F)(F)F